3-(5-(1H-pyrrol-2-yl)pyridin-3-yl)phenyl cycloheptylcarbamate C1(CCCCCC1)NC(OC1=CC(=CC=C1)C=1C=NC=C(C1)C=1NC=CC1)=O